O=C1N(CCC(N1)=O)C=1C(=NC=C(C(=O)OC)C1)OC methyl 5-(2,4-dioxotetrahydropyrimidin-1(2H)-yl)-6-methoxynicotinate